6-(6-chloro-5-methylpyridazine-3-carbonyl)pyridine-2-carboxylate ClC1=C(C=C(N=N1)C(=O)C1=CC=CC(=N1)C(=O)[O-])C